4-((1H-pyrazol-1-yl)methyl)-N-((5-(tert-butyl)-2-methoxyphenyl)sulfonyl)-3-cyclopropylbenzamide N1(N=CC=C1)CC1=C(C=C(C(=O)NS(=O)(=O)C2=C(C=CC(=C2)C(C)(C)C)OC)C=C1)C1CC1